methyl-5-bromo-2-(3,4-dichlorophenyl)-1-ethyl-6-methyl-4-oxo-pyridine-3-carboxylic acid COC(=O)C1=C(N(C(=C(C1=O)Br)C)CC)C1=CC(=C(C=C1)Cl)Cl